CN(CCOC(C(=C)C)=O)C.C(C1=CC=CC=C1)N(C1=CC=CC=2N(C(NC21)=O)C2CCC(CC2)C(=O)NC2=CC(=C(C=C2)C)OC)CCN(C)C 4-[4-[benzyl-[2-(dimethylamino)ethyl]amino]-2-oxo-3H-benzimidazol-1-yl]-N-(3-methoxy-4-methyl-phenyl)cyclohexanecarboxamide 2-dimethylamino-ethylmethacrylate